FC=1C=C(C=CC1OC)S(/C=C/CNC(=O)C=1C(NC=2C3CCC(C2C1)C3)=O)(=O)=NCCF N-[(2E)-3-[(3-fluoro-4-methoxyphenyl)[(2-fluoroethyl)imino]oxo-λ6-sulfanyl]prop-2-en-1-yl]-4-oxo-3-azatricyclo[6.2.1.02,7]undeca-2(7),5-diene-5-carboxamide